4-(2,5-Diazabicyclo[2.2.2]octan-2-yl)-7-(8-ethynyl-7-fluoro-3-hydroxynaphthalen-1-yl)-2-(((2R,7aS)-2-fluorotetrahydro-1H-pyrrolizin-7a(5H)-yl)methoxy)pyrimido[4,5-d]pyridazin-8(7H)-one C12N(CC(NC1)CC2)C2=NC(=NC=1C(N(N=CC12)C1=CC(=CC2=CC=C(C(=C12)C#C)F)O)=O)OC[C@]12CCCN2C[C@@H](C1)F